C(C1=CC=CC=C1)(=O)NC1CCC(CC1)CN1CCN(CC1)C=1SC2=C(C(C1)=O)C=C(C=C2[N+](=O)[O-])C(F)(F)F 2-(4-(4-benzoylamino-cyclohexylmethyl)piperazin-1-yl)-6-(trifluoromethyl)-8-nitro-benzothiopyran-4-one